propanoylpiperidin C(CC)(=O)N1CCCCC1